1-(2-(3,8-diazabicyclo[3.2.1]octan-8-yl)-6,7-dihydrothiazolo[5,4-c]pyridin-5(4H)-yl)-2-(1-methoxycyclopentyl)ethan-1-one C12CNCC(CC1)N2C=2SC=1CN(CCC1N2)C(CC2(CCCC2)OC)=O